N[C@H](C=1OC2=C(N1)C=C(C=C2)[C@@H](COC)N2C(NC(C2)(C)C)=O)C2CCC(CC2)(F)F 1-((S)-1-(2-((S)-amino(4,4-difluorocyclohexyl)methyl)benzo[d]oxazol-5-yl)-2-methoxyethyl)-4,4-dimethylimidazolidin-2-one